ClCC(CCN1C(C2=CC=CC=C2C1=O)=O)=O 2-(4-chloro-3-oxo-butyl)isoindoline-1,3-dione